2-(2,6-dioxopiperidin-3-yl)-5-(7-(hydroxymethyl)-2-azaspiro[3.5]nonane-2-yl)isoindoline-1,3-dione O=C1NC(CCC1N1C(C2=CC=C(C=C2C1=O)N1CC2(C1)CCC(CC2)CO)=O)=O